S1C(NC2=C1C=CC=C2)=S 3H-1,3-benzothiazol-2-thione